Bis-silyl ether [SiH3]O[SiH3]